ethyl 2-(3-amino-4-methyl-pyrazol-1-yl)acetate NC1=NN(C=C1C)CC(=O)OCC